(E)-5-(3-methoxyprop-1-en-1-yl)-2-methylthiazole-4-carboxylic acid methyl ester COC(=O)C=1N=C(SC1\C=C\COC)C